10-Phenyl-10a-(trifluoromethyl)-9,10,10a,11-tetrahydro[1,3]dioxolo[4,5-f]imidazo[1,2-b]isoquinolin-6(8H)-one C1(=CC=CC=C1)N1CCN2C(C3=CC=C4C(=C3CC21C(F)(F)F)OCO4)=O